Methyl octane-4-carboxylate CCCC(CCCC)C(=O)OC